4-CHLORO-5-FLUORO-PYRIDINE-2-CARBALDEHYDE ClC1=CC(=NC=C1F)C=O